NC=1C(=C2C(=NC1)C=CS2)NCC=2C=C(C=CC2)CO (3-(((6-aminothieno[3,2-b]pyridin-7-yl)amino)methyl)phenyl)methanol